BrC1=C(C=C(C=C1)C#N)CNC(C1=CC(=C(C=C1)OC(F)F)F)=O N-[(2-bromo-5-cyanophenyl)methyl]-4-(difluoromethoxy)-3-fluorobenzamide